[OH-].C(C)[N+](CCO)(CC)CC N,N,N-triethyl-N-(2-hydroxyethyl)ammonium hydroxide